O=P1CCN(CC1)C(=O)[O-] 4-oxo-1,4lambda5-azaphosphinane-1-carboxylate